C(C)C=1N=C(OC1C)C=1N=C(N(C1C)C[C@H]1OCC1)CN1CCC(CC1)C1=CC=CC=2O[C@](OC21)(C)C2=C(C=C(C=C2)Cl)F ethyl-2-(2-((4-((S)-2-(4-chloro-2-fluorophenyl)-2-methylbenzo[d][1,3]dioxol-4-yl)piperidin-1-yl)methyl)-5-methyl-1-(((S)-oxetan-2-yl)methyl)-1H-imidazol-4-yl)-5-methyl-oxazol